The molecule is a purine ribonucleoside 5'-tetraphosphate having adenine as the nucleobase. It is an adenosine 5'-phosphate and a purine ribonucleoside 5'-tetraphosphate. It is a conjugate acid of an adenosine 5'-tetraphosphate(5-). C1=NC(=C2C(=N1)N(C=N2)[C@H]3[C@@H]([C@@H]([C@H](O3)COP(=O)(O)OP(=O)(O)OP(=O)(O)OP(=O)(O)O)O)O)N